OCCNC1=NC(=CC(=C1)C=1C=C(C=CC1C)NC(=O)N1C[C@@H](CC1)OC(F)(F)F)N1CCOCC1 (R)-N-(3-(2-((2-hydroxyethyl)amino)-6-morpholinopyridin-4-yl)-4-methylphenyl)-3-(trifluoromethoxy)pyrrolidine-1-carboxamide